2-(2,6-dichlorobenzyl)-4-(1-naphthyl)imidazole ClC1=C(CC=2NC=C(N2)C2=CC=CC3=CC=CC=C23)C(=CC=C1)Cl